[Co].[Ti].NCOCCCCO 4-(aminomethoxy)butanol titanium-cobalt